FC=1C=CC=2C[C@@H](C2C1)N\C(=N/O)\C1=NON=C1O[C@H](CNS(N)(=O)=O)C (Z)-N-((S)-4-fluorobicyclo[4.2.0]octa-1(6),2,4-trien-7-yl)-N'-hydroxy-4-(((S)-1-(sulfamoylamino)propan-2-yl)oxy)-1,2,5-oxadiazole-3-carboximidamide